BrC1=C(C=CC=C1)CN1[C@@H](CCC1)C(=O)OC(C)(C)C tert-butyl (2S)-1-[(2-bromophenyl)methyl]pyrrolidine-2-carboxylate